(3-fluoro-2'-methoxy-3'-(4,4,5,5-tetramethyl-1,3,2-dioxaborolan-2-yl)-[1,1'-biphenyl]-4-yl)acetamide FC=1C=C(C=CC1CC(=O)N)C1=C(C(=CC=C1)B1OC(C(O1)(C)C)(C)C)OC